ethyl (S)-6-(((cis)-5-(N-acetylsulfamoyl)-3,3-difluorohexahydropyrrolo[3,4-b]pyrrol-1(2H)-yl) methyl)-4-(3-fluoro-2-methylphenyl)-2-(thiazol-2-yl)-1,4-dihydropyrimidine-5-carboxylate C(C)(=O)NS(=O)(=O)N1C[C@@H]2N(CC([C@@H]2C1)(F)F)CC1=C([C@@H](N=C(N1)C=1SC=CN1)C1=C(C(=CC=C1)F)C)C(=O)OCC